palladium(II) perchlorate Cl(=O)(=O)(=O)[O-].[Pd+2].Cl(=O)(=O)(=O)[O-]